2-(4-((1r,4r)-4-ethylcyclohexyl)phenyl)-5-nitrobenzo[d]oxazole C(C)C1CCC(CC1)C1=CC=C(C=C1)C=1OC2=C(N1)C=C(C=C2)[N+](=O)[O-]